CSCCC(=O)C=1N(C(/C(/N1)=C/C1=CC=C(C=C1)[O-])=O)CC=O 4-{(z)-[2-[3-(methylsulfanyl)propanoyl]-5-oxo-1-(2-oxoethyl)-1,5-dihydro-4h-imidazol-4-ylidene]methyl}benzenolate